N[C@@H]1[C@@H](OCC12CCN(CC2)C=2C(=NC(=C(N2)C)SC2=C(C(=NC=C2)OC2COC2)Cl)CO)C {3-[(3S,4S)-4-amino-3-methyl-2-oxa-8-azaspiro[4.5]dec-8-yl]-6-{[3-chloro-2-(oxetan-3-yloxy)pyridin-4-yl]mercapto}-5-methylpyrazin-2-yl}methanol